BrC=1C(=C(C=CC1)NC(=O)C=1N(C2=C(CN(CC2)C(=O)OC(C)(C)C)N1)C)C#N tert-butyl 2-((3-bromo-2-cyanophenyl)carbamoyl)-1-methyl-1,4,6,7-tetrahydro-5H-imidazo[4,5-c]pyridine-5-carboxylate